C(C(C)C)C1=C(C=CC(=C1)N1CCN(CC1)C)O 2-isobutyl-4-(4-methylpiperazin-1-yl)phenol